BrC1=CC=C2C(=CC(=NC2=C1)[C@@H]1[C@H](C1)C1=NC=CC(=N1)C)Cl |r| rac-7-bromo-4-chloro-2-((1S*,2S*)-2-(4-methylpyrimidin-2-yl)cyclopropyl)quinoline